4-(difluoromethyl)bicyclo[2.2.2]octane-1-carboxylic acid FC(C12CCC(CC1)(CC2)C(=O)O)F